2-(2,2-dimethylthiazolidine-3-carbonyl)terephthalic acid CC1(SCCN1C(=O)C1=C(C(=O)O)C=CC(=C1)C(=O)O)C